Methyl 5-amino-3'-chloro-4'-fluoro-2-iodo-[1,1'-biphenyl]-4-carboxylate NC=1C(=CC(=C(C1)C1=CC(=C(C=C1)F)Cl)I)C(=O)OC